Cl.CN(C(CNC(=O)N1CC2=CC=C(C=C2C1)F)C1=CSC=C1)C (-)-N-(2-(dimethylamino)-2-(thien-3-yl)ethyl)-5-fluoroisoindoline-2-carboxamide hydrochloride